(E)-1,2-di-p-tolylethylene C1(=CC=C(C=C1)\C=C\C1=CC=C(C=C1)C)C